(S)-4-(4-cyclopropyl-1H-imidazol-1-yl)-N-(5-methyl-5,6-dihydrobenzo[f][1,2,4]triazolo[4,3-d][1,4]oxazepin-8-yl)-5-morpholinopicolinamide C1(CC1)C=1N=CN(C1)C1=CC(=NC=C1N1CCOCC1)C(=O)NC1=CC=CC=2C=3N([C@H](COC21)C)C=NN3